4-(difluoromethoxy)-N-((6-ethyl-1-methyl-1H-benzimidazol-7-yl)methyl)-3,5-difluorobenzamide FC(OC1=C(C=C(C(=O)NCC2=C(C=CC3=C2N(C=N3)C)CC)C=C1F)F)F